BrC=1C=C2C=CN(C(C2=CC1F)=O)CC(C[C@H](C)O)F 6-bromo-7-fluoro-2-[(4S)-2-fluoro-4-hydroxy-pentyl]isoquinolin-1-one